3-((1S,3R,4R,7S)-7-hydroxy-1-(hydroxymethyl)-2,5-dioxabicyclo[2.2.1]heptan-3-yl)pyrimidine-2,4(1H,3H)-dione O[C@@H]1[C@]2(O[C@H]([C@@H]1OC2)N2C(NC=CC2=O)=O)CO